3,6-bis(2-aminophenoxy)benzonorbornene NC1=C(OC2C3C4=C(C2CC3)C=C(C=C4)OC4=C(C=CC=C4)N)C=CC=C1